NN[C@@H](CC(C)C)C(=O)O Aminoleucine